BrC1=C(C(=C(C(=C1C)C)C)C)Br 1,2-dibromo-3,4,5,6-tetramethylbenzene